BrC1=CC=C2C(=NN(C(C2=C1)=O)CC(=O)OC)I methyl 2-(7-bromo-4-iodo-1-oxophthalazin-2(1H)-yl)acetate